BrC(CC(CC(CC(CC(CC(CCCOCOCOCCCC(CC(CC(CC(CC(CC(C)Br)C)C)C)C)C)C)C)C)C)C)C 14-bromo-4,6,8,10,12-pentamethylpentadecyloxymethyl ether